octafluoropentyl acrylate carbon [C].C(C=C)(=O)OC(C(C(CC(F)(F)F)F)(F)F)(F)F